CC1=C(C2=CC=CC=C2C(=C1SC[C@@H](C(=O)NCC(=O)[O-])NC(=O)CC[C@@H](C(=O)[O-])[NH3+])O)O The molecule is a peptide anion obtained by deprotonation of both carboxy groups and protonation of the glutamyl amino group of S-(1,4-dihydroxy-3-methylnaphthalen-2-yl)glutathione; major species at pH 7.3. It is a conjugate base of a S-(1,4-dihydroxy-3-methylnaphthalen-2-yl)glutathione.